C(#N)C1=CC(=CC2=C1SC(=C2)C=2SC(=C(N2)C)C(=O)OCC)N2CCOCC2 Ethyl 2-(7-cyano-5-morpholino-benzo[b]thiophen-2-yl)-4-methylthiazole-5-carboxylate